O=C1CCOC2=CC(=C(C=C12)C1=CC=CC=C1)O[C@@H](C1=CC=C(C(=O)N)C=C1)C1=CC=NC=C1 (S)-4-(((4-oxo-6-phenylchroman-7-yl)oxy)(pyridin-4-yl)methyl)benzamide